(S)-4-(5-(difluoromethyl)-1,3,4-thiadiazol-2-yl)-2-methyl-N-(3-methyloxetan-3-yl)-8-(3,3,5-trimethylpiperazin-1-yl)quinazoline-6-sulfonamide FC(C1=NN=C(S1)C1=NC(=NC2=C(C=C(C=C12)S(=O)(=O)NC1(COC1)C)N1CC(N[C@H](C1)C)(C)C)C)F